N-[5-[6-[(4-fluoro-3-methoxy-phenyl)-methyl-carbamoyl]imidazo[4,5-c]pyridin-1-yl]-2-pyridyl]carbamate FC1=C(C=C(C=C1)N(C(=O)C1=CC2=C(C=N1)N=CN2C=2C=CC(=NC2)NC([O-])=O)C)OC